ClC=1C=C(C=CC1)C(F)(F)F m-chlorobenzotrifluoride